lithium bis[4-decoxymethoxy-1-methylbutyl]copper C(CCCCCCCCC)OCOCCCC(C)[Cu]C(CCCOCOCCCCCCCCCC)C.[Li]